CC(C(=O)N)(C)N1N=CC(=C1)[N+](=O)[O-] 2-methyl-2-(4-nitro-1H-pyrazol-1-yl)propanamide